1-(2-hydroxyethyl)-3-methylimidazol OCCN1CN(C=C1)C